CC1=C(C(=NC(=C1F)C1=CC=2C(=NON2)C=C1F)C(=O)OCC1=NN(N=C1)C1=NC=C(C=N1)OCC1=C(C=CC=C1C(F)(F)F)C)Cl [2-(5-{[2-methyl-6-(trifluoromethyl)phenyl]methoxy}pyrimidin-2-yl)-1,2,3-triazol-4-yl]methanol Methyl-3-chloro-5-fluoro-6-(6-fluorobenzo[c][1,2,5]oxadiazol-5-yl)picolinate